2-fluoro-N-(6-(2-methyl-5-(1H-pyrrol-3-yl)phenyl)benzo[d]thiazol-2-yl)cyclopropane-1-carboxamide FC1C(C1)C(=O)NC=1SC2=C(N1)C=CC(=C2)C2=C(C=CC(=C2)C2=CNC=C2)C